carbamoyl-imidazo[1,2-b]Pyridazine-6-carboxylic acid methyl ester COC(=O)C=1C=CC=2N(N1)C=C(N2)C(N)=O